FC1=CC=C(C=C1)N(C1N(C=CC=N1)CCCCCCC(=O)NO)C1=CC=C(C=C1)F 2-(bis(4-fluorophenyl)amino)-N-(7-(hydroxyamino)-7-oxoheptyl)pyrimidine